O=S1(CCN(CC1)C=1C=CC=C2C(=CNC12)C1=NC=2N(C=C1)N=CC2C#N)=O 5-(7-(1,1-dioxothiomorpholinyl)-1H-indol-3-yl)-pyrazolo[1,5-a]pyrimidine-3-carbonitrile